4-Oxo-piperidine-1-carboxylic acid [4-methoxy-7-(tetrahydropyran-4-yl)-thiazolo[4,5-c]pyridin-2-yl]-amide COC1=NC=C(C2=C1N=C(S2)NC(=O)N2CCC(CC2)=O)C2CCOCC2